ethyl 3-(3-(3-bromo-2-oxopropyl)-2,5-difluorophenyl)propanoate BrCC(CC=1C(=C(C=C(C1)F)CCC(=O)OCC)F)=O